(1R,5S)-3-(3-methoxypyridin-4-yl)-8-azabicyclo[3.2.1]oct-2-ene-8-carboxylic acid tert-butyl ester C(C)(C)(C)OC(=O)N1[C@H]2C=C(C[C@@H]1CC2)C2=C(C=NC=C2)OC